5-[(2S,3R,4S,5R)-3,4-dihydroxy-5-(hydroxymethyl)oxolan-2-yl]-4-hydroxy-1H-pyrazole-3-carboxamide O[C@H]1[C@@H](O[C@@H]([C@H]1O)CO)C1=C(C(=NN1)C(=O)N)O